N-(4-bromo-3-fluoro-5-(hydroxymethyl)-2-nitrophenyl)-2-methoxy-N-methylacetamide BrC1=C(C(=C(C=C1CO)N(C(COC)=O)C)[N+](=O)[O-])F